8-(1,3-dimethyl-1H-pyrazol-5-yl)-N-((5-fluoro-2,3-dihydrobenzofuran-4-yl)methyl)-2-((methylamino)methyl)imidazo[1,2-c]pyrimidin-5-amine CN1N=C(C=C1C=1C=2N(C(=NC1)NCC1=C(C=CC3=C1CCO3)F)C=C(N2)CNC)C